N-((R)-1-(3-cyanophenyl)-2,2,2-trifluoroethyl)-2-(2,6-dioxopiperidin-3-yl)-1-oxoisoindoline-5-carboxamide C(#N)C=1C=C(C=CC1)[C@H](C(F)(F)F)NC(=O)C=1C=C2CN(C(C2=CC1)=O)C1C(NC(CC1)=O)=O